C(C)NCC=1C(O)=CC=CC1 ethyl-salicylamine